N1C=C(C2=CC=CC=C12)C[C@@H](C)NCC(CO)(F)F (R)-3-((1-(1H-indol-3-yl)propan-2-yl)amino)-2,2-difluoropropan-1-ol